N-(4-(5-(2-(4,4-difluoropiperidin-1-yl)pyrimidin-4-yl)-1,3,4-oxadiazol-2-yl)-3-(6-azaspiro[2.5]octan-6-yl)phenyl)-2-hydroxyethane-1-sulfonamide FC1(CCN(CC1)C1=NC=CC(=N1)C1=NN=C(O1)C1=C(C=C(C=C1)NS(=O)(=O)CCO)N1CCC2(CC2)CC1)F